(R)-3-(tert-butyl)-N-(1-(4-(6-((6-fluoro-5-(piperazin-1-yl)pyridin-2-yl)amino)pyrimidin-4-yl)-2-methylphenyl)ethyl)-1,2,4-oxadiazole-5-carboxamide C(C)(C)(C)C1=NOC(=N1)C(=O)N[C@H](C)C1=C(C=C(C=C1)C1=NC=NC(=C1)NC1=NC(=C(C=C1)N1CCNCC1)F)C